(S)-2-((6-chlorobenzo[d]thiazol-2-yl)amino)-N-(pyrrolidin-3-yl)isonicotinamide ClC1=CC2=C(N=C(S2)NC=2C=C(C(=O)N[C@@H]3CNCC3)C=CN2)C=C1